bis(succinimide) 4,7-dioxodecanedioate O=C(CCC(=O)O)CCC(CCC(=O)O)=O.C1(CCC(N1)=O)=O.C1(CCC(N1)=O)=O